tert-butyl 3-({2-[(tert-butyldimethylsilyl)oxy]ethyl}amino)propanoate [Si](C)(C)(C(C)(C)C)OCCNCCC(=O)OC(C)(C)C